O[C@H](CO)C=1C(=CC2=C(C(C=3NC4=CC(=CC=C4C3C2=O)C#N)(C)C)C1)CC (S)-8-(1,2-dihydroxyethyl)-9-ethyl-6,6-dimethyl-11-oxo-6,11-dihydro-5H-benzo[b]carbazole-3-carbonitrile